C(C)(C)(C)C1=C(C=CC(=C1)F)NC1=C(C(=O)O)C=C(C=C1)Cl 2-((2-(tert-butyl)-4-fluorophenyl)-amino)-5-chlorobenzoic acid